N-{3-[(methylamino)methyl]phenyl}-7-thia-2,5-diazatricyclo[6.4.0.02,6]dodeca-1(8),3,5,9,11-pentaene-4-carboxamide CNCC=1C=C(C=CC1)NC(=O)C1=CN2C=3C=CC=CC3SC2=N1